C(#N)C=1C(=NC=2CCCCC2C1C=1SC=CC1)SC(C(=O)O)C1=CC=CC=C1 2-((3-cyano-4-(thiophen-2-yl)-5,6,7,8-tetrahydroquinolin-2-yl)thio)-2-phenylacetic acid